NCCOCCOCCOCCN1CCC(CC1)NC=1C=C2C(N(C(C2=CC1)=O)C1C(NC(CC1)=O)=O)=O 5-[[1-[2-[2-[2-(2-Aminoethoxy)ethoxy]ethoxy]ethyl]-4-piperidyl]amino]-2-(2,6-dioxo-3-piperidyl)isoindoline-1,3-dione